5-(3-(1,4-dioxaspiro[4.5]decan-8-ylethynyl)phenoxy)-1H-1,2,3-triazole-4-carboxylic acid O1CCOC12CCC(CC2)C#CC=2C=C(OC1=C(N=NN1)C(=O)O)C=CC2